3-ethyl-6-nitro-1H-imidazo[4,5-b]pyridin-2(3H)-one C(C)N1C(NC=2C1=NC=C(C2)[N+](=O)[O-])=O